C(C)S(=O)(=O)N1CC(C1)(N1N=CC(=C1)N1C(=NC=2C1=C1C(=NC2)NC=C1)C=1OC(=CC1)CO)CC#N 2-(1-(ethylsulfonyl)-3-(4-(2-(5-(hydroxymethyl)furan-2-yl)imidazo[4,5-d]pyrrolo[2,3-b]pyridin-1(6H)-yl)-1H-pyrazol-1-yl)azetidin-3-yl)acetonitrile